ClC1=C(CN2C=3N(C4=CC=CC=C4C2=O)C(=NN3)C3=C(C(=CC=C3)OC)O)C=CC=C1 4-(2-Chlorobenzyl)-1-(2-hydroxy-3-methoxyphenyl)-[1,2,4]triazolo[4,3-a]quinazolin-5(4H)-one